benzothiazol-2(3H)-one S1C(NC2=C1C=CC=C2)=O